C[C@H]1C[C@H](CN(C1)C1=C2C=CC=NC2=C(C=C1)C)N (3R,5S)-5-methyl-1-(8-methyl-5-quinolyl)piperidin-3-amine